C(C)C=1C(NC2=CC(=CC=C2C1)CNC1CC(C1)NC1=CC=C(N=N1)C(=O)NC)=O 6-((3-(((3-ethyl-2-oxo-1,2-dihydroquinolin-7-yl)methyl)amino)cyclobutyl)amino)-N-methylpyridazine-3-carboxamide